N-(5-(5-fluoropyridin-3-yl)pyrazin-2-yl)-4-(2-methyl-6,7-dihydropyrazolo[1,5-a]pyrimidin-4(5H)-yl)-4-oxobutanamide FC=1C=C(C=NC1)C=1N=CC(=NC1)NC(CCC(=O)N1C=2N(CCC1)N=C(C2)C)=O